C1(=C(C=CC=C1)NCC(=O)OCCO)C1=CC=CC=C1 2-Hydroxyethyl [1,1'-biphenyl]-2-ylglycinate